(1S,3R)-3-(3-{[(benzyloxy)carbonyl]amino}-1-tert-butyl-1H-pyrazol-5-yl)cyclopentyl 4-nitrophenyl carbonate C(O[C@@H]1C[C@@H](CC1)C1=CC(=NN1C(C)(C)C)NC(=O)OCC1=CC=CC=C1)(OC1=CC=C(C=C1)[N+](=O)[O-])=O